C(C)OC(CO)(OCC)OCC triethoxyethanol